2-amino-3-(3-((6-(naphthalen-1-ylmethoxy)pyridin-3-yl)methyl)isoxazol-5-yl)pyridin NC1=NC=CC=C1C1=CC(=NO1)CC=1C=NC(=CC1)OCC1=CC=CC2=CC=CC=C12